N-((R)-1-(3-Amino-5-(trifluoromethyl)phenyl)ethyl)-7-methoxy-2-methyl-6-((S)-2-(oxetan-3-yloxy)propoxy)quinazolin-4-amine NC=1C=C(C=C(C1)C(F)(F)F)[C@@H](C)NC1=NC(=NC2=CC(=C(C=C12)OC[C@H](C)OC1COC1)OC)C